CC1=C(C(=C(C1(C)C([Zr](C)C1C=CC=C1)C1(C(=C(C(=C1C)C)C)C)C)C)C)C bis(pentamethylcyclopentadienyl)(cyclopentadienyl)dimethylzirconium